BrC1=CC=CC(=N1)N1CC(NC(C1)(C)C)(C)C 1-(6-bromopyridin-2-yl)-3,3,5,5-tetramethylpiperazine